2-((((s)-1-methylpyrrolidin-2-yl)methyl)-amino)pyrimidine-5-carboxamide CN1[C@@H](CCC1)CNC1=NC=C(C=N1)C(=O)N